(isoxazol-3-yl)propionitrile O1N=C(C=C1)C(C#N)C